palladium tri-tert-butylphosphane C(C)(C)(C)P(C(C)(C)C)C(C)(C)C.[Pd]